(2-isopropyl-5-methyl-1,2,4-triazol-3-yl)methanol C(C)(C)N1N=C(N=C1CO)C